S1N=CN=C1N1CC(C1)CC(=O)N1CC=2N=C(N=C(C2C1C)OC)C#N 6-(2-(1-(1,2,4-Thiadiazol-5-yl)azetidin-3-yl)acetyl)-4-methoxy-5-methyl-6,7-dihydro-5H-pyrrolo[3,4-d]pyrimidine-2-carbonitrile